BrC1=CC=C(C=C1)C(COC1=CC=C(C=C1)C(\C=C\C1=CC=C(C=C1)OC)=O)(CN1N=CN=C1)O (E)-1-[4-[2-(4-Bromophenyl)-2-hydroxy-3-(1,2,4-triazol-1-yl)propoxy]phenyl]-3-(4-methoxyphenyl)prop-2-en-1-one